FC(C1=CC2=C(N3C(CNCC3)S2)N=C1)(F)F 3-(trifluoromethyl)-5a,6,8,9-tetrahydro-7H-pyrido[2',3':4,5]thiazolo[3,2-a]pyrazin